1,4-dibenzoquinonylbenzene C1(C(=CC(C=C1)=O)C1=CC=C(C=C1)C=1C(C=CC(C1)=O)=O)=O